7-chloro-1-ethyl-5-(4,4,5,5-tetramethyl-1,3,2-dioxaborolan-2-yl)benzimidazol-2-amine ClC1=CC(=CC2=C1N(C(=N2)N)CC)B2OC(C(O2)(C)C)(C)C